BrCC1(COC(OC1)(C)C)CBr 5,5-bis(bromomethyl)-2,2-dimethyl-1,3-dioxane